(+)-7-{1-[1-(3,4-Difluorophenyl)-1H-1,2,3-triazol-4-yl]propyl}-5-(4-methoxypyrimidin-5-yl)-7H-pyrrolo[2,3-d]pyrimidin-4-amine FC=1C=C(C=CC1F)N1N=NC(=C1)C(CC)N1C=C(C2=C1N=CN=C2N)C=2C(=NC=NC2)OC